5-(4-chloro-2-fluoro-phenyl)-2,3-dimethyl-7-(3-(3-pyridinyl)-1-pyrrolidinyl)pyrido[4,3-d]pyrimidin-4(3H)-one ClC1=CC(=C(C=C1)C1=NC(=CC=2N=C(N(C(C21)=O)C)C)N2CC(CC2)C=2C=NC=CC2)F